N'-(2,4-dichloropyrimidin-5-yl)-N,N-dimethyl-formamidine ClC1=NC=C(C(=N1)Cl)N=CN(C)C